N-hexyl hexyl carbamate CCCCCCNC(=O)OCCCCCC